CN1C(=NC(=C1)C)N1CCC(CC1)C#N 1-(1,4-dimethyl-1H-imidazol-2-yl)piperidine-4-carbonitrile